OC=1C=C(C=CC1C1CC=2C(=C3C=CC(OC3=CC2)(C)C)OC1)[O-] 3-hydroxy-4-[8,8-dimethyl-3,4-dihydro-2H-pyrano[2,3-f]chromen-3-yl]phenolate